NCCCCCCN1N=CC(=C1)S(C=1C(=C(C(=O)O)C=CC1)F)C1=C(NC2=C(C(=CC=C12)Cl)F)C1CC1 3-(1-(1-(6-aminohexyl)-1H-pyrazol-4-yl)-(6-chloro-2-cyclopropyl-7-fluoro-1H-indol-3-yl)sulfanyl)-2-fluorobenzoic acid